N-(3-fluoro-4-((1-isopropyl-2-oxo-2,3-dihydro-1H-imidazo[4,5-b]pyridine-7-yl)oxy)phenyl)-1-phenyl-5-(trifluoromethyl)-1H-pyrazole-4-carboxamide FC=1C=C(C=CC1OC1=C2C(=NC=C1)NC(N2C(C)C)=O)NC(=O)C=2C=NN(C2C(F)(F)F)C2=CC=CC=C2